OC1=C(C(N(C=C1)C)=O)NC(N[C@@H](CC(=O)O)C=1C=C(C=CC1OC)C1=C(C=CC=C1C)C)=O (S)-3-(3-(4-hydroxy-1-methyl-2-oxo-1,2-dihydropyridin-3-yl)ureido)-3-(4-methoxy-2',6'-dimethylbiphenyl-3-yl)propionic acid